5-(trifluoromethyl)pyridine hydrochloride Cl.FC(C=1C=CC=NC1)(F)F